O=C1NC=C(C(N1)=O)C=1C=C(C=2N(N1)C=CN2)[C@@H]2[C@H](C2)C2=CC=C(C(=O)N)C=C2 4-((1S,2S)-2-(6-(2,4-dioxo-1,2,3,4-tetrahydropyrimidin-5-yl)imidazo[1,2-b]pyridazin-8-yl)cyclopropyl)benzamide